FC1=CC2=C(N=CS2)C=C1NC1=C2C(=NC=C1F)SC(=C2)[C@H]2[C@H](NCCC2)C 6-Fluoro-N-(5-fluoro-2-((2R,3R)-2-methylpiperidin-3-yl)thieno[2,3-b]pyridin-4-yl)benzo[d]thiazol-5-amine